(+)-3-(3-chloro-2-methylanilino)-2-(3-{[2-methyloxetan-2-yl]methoxy}pyridin-4-yl)-1,5,6,7-tetrahydro-4H-pyrrolo[3,2-c]pyridin-4-one ClC=1C(=C(NC2=C(NC3=C2C(NCC3)=O)C3=C(C=NC=C3)OCC3(OCC3)C)C=CC1)C